3-amino-2,5,6-trifluorophenol NC=1C(=C(C(=C(C1)F)F)O)F